NC=1N(C2=C(C(=CC=C2C1SC=1C(=C(C(=O)O)C=CC1)F)Cl)F)C=1C=NN(C1)CCC 3-((2-amino-6-chloro-7-fluoro-1-(1-propyl-1H-pyrazol-4-yl)-1H-indol-3-yl)thio)-2-fluorobenzoic acid